N-[4-(4-chlorophenoxy)-3-sulfamoylphenyl]-2-(2-fluorophenyl)acetamide ClC1=CC=C(OC2=C(C=C(C=C2)NC(CC2=C(C=CC=C2)F)=O)S(N)(=O)=O)C=C1